N-(4-(5-amino-1-(1-(2-hydroxyacetyl)piperidin-3-yl)imidazo[1,5-c]pyrimidin-3-yl)benzyl)-5-fluoro-2-methoxybenzamide NC1=NC=CC=2N1C(=NC2C2CN(CCC2)C(CO)=O)C2=CC=C(CNC(C1=C(C=CC(=C1)F)OC)=O)C=C2